(2,4-dichloro-6-methylpyridin-3-yl)methanol ClC1=NC(=CC(=C1CO)Cl)C